FC(OC1=CC=C(C=C1)N1N=C(C=2C1=NC=CC2C=2N=CN(C2)C(C2=CC=CC=C2)(C2=CC=CC=C2)C2=CC=CC=C2)C2CN(C2)C(=O)OC(C)(C)C)(F)F tert-butyl 3-(1-(4-(trifluoromethoxy)phenyl)-4-(1-trityl-1H-imidazol-4-yl)-1H-pyrazolo[3,4-b]pyridin-3-yl)azetidine-1-carboxylate